3-phenyl-1,4,2-dioxazol C1(=CC=CC=C1)C1=NOCO1